7-methyl-3,4-dichlorocoumarin CC1=CC=C2C(=C(C(OC2=C1)=O)Cl)Cl